C(#N)N1C[C@H](CC1)C(=O)NC=1N=CN(C1)[C@H](C)C1=CC=CC=C1 (S)-1-cyano-N-(1-((R)-1-phenylethyl)-1H-imidazol-4-yl)pyrrolidine-3-carboxamide